CNC=1N=C(C(=NC1C=1C2=C(C=NC1)N(C=N2)C)C(=O)OC)NC2=CC=C(C=C2)N2CCOCC2 methyl 5-(methylamino)-6-(3-methylimidazo[4,5-c]pyridin-7-yl)-3-(4-morpholinoanilino)pyrazine-2-carboxylate